(23S)-3α-hydroxy-23-ethyl-5α-cholan-6-one O[C@H]1C[C@@H]2C(C[C@H]3[C@@H]4CC[C@H]([C@@H](C[C@@H](C)CC)C)[C@]4(CC[C@@H]3[C@]2(CC1)C)C)=O